(E)-N-((Dimethylamino)methylene)-4,5-difluoro-2-methylbenzamide CN(C)\C=N\C(C1=C(C=C(C(=C1)F)F)C)=O